5-(difluoromethyl)-1-methyl-1H-pyrazole-3-carboxamide FC(C1=CC(=NN1C)C(=O)N)F